5-[(6-{pyrazolo[1,5-a]pyridin-3-ylamino}spiro[3.3]hept-2-yl)oxy]thieno[3,2-b]pyridine-6-carboxamide N1=CC(=C2N1C=CC=C2)NC2CC1(CC(C1)OC1=C(C=C3C(=N1)C=CS3)C(=O)N)C2